N1=CC=CC(=C1)C1=NC=C(C=N1)C(=O)N pyridin-5-ylpyrimidine-5-carboxamide